FC=1C=2CCCC2C(=C2CCCC12)NC(=O)NS(=O)(=O)C=1C=C(N(N1)C)C(=O)O 5-[[(8-fluoro-1,2,3,5,6,7-hexahydro-s-indacen-4-yl)carbamoyl]aminosulfonyl]-2-methylpyrazole-3-carboxylic acid